(8Ar,10aS)-8,8,10a-trimethyl-3-pentyl-6,7,8a,9-tetrahydro-5H-xanthen-1-ol CC1(CCC[C@@]2(OC=3C=C(C=C(C3C[C@H]12)O)CCCCC)C)C